N-Ethoxy-4-((2-methoxy-3-(5-methylpyrimidin-2-yl)phenyl)amino)-6-(pyrimidin-2-ylamino)nicotinamide C(C)ONC(C1=CN=C(C=C1NC1=C(C(=CC=C1)C1=NC=C(C=N1)C)OC)NC1=NC=CC=N1)=O